ClC1=CC=C(OC(C(=O)NC2=CC=C(C=C2)C2=C(C(=O)O)C=CC(=C2)OC)(C)C)C=C1 4-(2-(4-chlorophenoxy)-2-methylpropionamido)phenyl-4-methoxybenzoic acid